C(C)OC(=O)N1CCC(CC1)=C1C2=C(CCC=3C1=NC=CC3)C=C(C=C2)B(O)O (11-(1-(ethoxycarbonyl)piperidin-4-ylidene)-6,11-dihydro-5H-benzo[5,6]cyclohepta[1,2-b]pyridin-8-yl)boronic acid